C(C)(C)(C)[S@](=O)N[C@@H]([C@@H](C(=O)OC)NC1=NC=CC=C1[N+](=O)[O-])C1=C(C=CC=C1)F methyl (2S,3R)-3-[[(S)-tert-butylsulfinyl]amino]-3-(2-fluorophenyl)-2-[(3-nitro-2-pyridyl)amino]propanoate